C(C)O E-Ethanol